[NH4+].CN(CCN(C)C)C N,N,N',N'-tetramethylethylenediamine ammonium